C(C1=CC=CC=C1)N1C2=C(SCC1=O)C=CC(=C2)NC(=O)NC2=CC1=C(OCCO1)C=C2 1-(4-benzyl-3-oxo-3,4-dihydro-2H-benzo[b][1,4]thiazin-6-yl)-3-(2,3-dihydrobenzo[b][1,4]dioxin-6-yl)urea